FC=1C=C(C=NC1)C=1N=C2N(N=C(C=C2)C)C1C(=O)OCC Ethyl 2-(5-fluoropyridin-3-yl)-6-methylimidazo[1,2-b]pyridazine-3-carboxylate